ClCC/C=C/CCOCOCOCC\C=C\CCCl (3E)-6-chloro-3-hexenyloxymethylether